BrC1=C(C2=C(S1)C=C(S2)Br)CCCCCCCCCCCC 2,5-dibromo-3-dodecylthieno[3,2-b]thiophene